5-carboxymethyl-amino-2'-carboxymethyluridine C(=O)(O)CC=1C(NC(N([C@]2([C@](O)([C@H](O)[C@@H](CO)O2)CC(=O)O)N)C1)=O)=O